lithium tetrafluorooctyl-sulfonate lithium [Li+].FC(CCCCCCC(F)(F)F)S(=O)(=O)[O-].[Li+].FC(CCCCCCC(F)(F)F)S(=O)(=O)[O-]